O=C1N(C[C@H]2N1CCNC2)CC(C(=O)O)(C)C 3-[(8aS)-3-oxo-1,5,6,7,8,8a-hexahydroimidazo[1,5-a]pyrazin-2-yl]-2,2-dimethyl-propionic acid